C12(C(CCC1)=O)C1CCC(C2)C1 norbornane-2-spiro-2'-cyclopentanon